ClC1=CC(=C(C=C1)C1=NC(=NC2=NC(=C(N=C12)C)C)[C@H]1C[C@H](OCC1)C1=CC(=NC=C1)C)F 4-(4-chloro-2-fluorophenyl)-6,7-dimethyl-2-((2S,4R)-2-(2-methyl-4-pyridinyl)tetrahydro-2H-pyran-4-yl)pteridine